1-benzyl-4-(2,5-dichloropyridin-4-yl)piperidine-4-carbonitrile C(C1=CC=CC=C1)N1CCC(CC1)(C#N)C1=CC(=NC=C1Cl)Cl